FC=1C=C(C=CC1)[C@H]([C@H]1N(C2(CC1C2)C)C(=O)OC(C)(C)C)O tert-butyl (S)-3-((R)-(3-fluorophenyl)(hydroxy)methyl)-1-methyl-2-azabicyclo[2.1.1]-hexane-2-carboxylate